C(C=1C(C(=O)[O-])=CC=CC1)(=O)OOOCC 2-ethyl-peroxy phthalate